N-(5-fluoro-2-methyl-3-((6-(1-methyl-1H-pyrazol-4-yl)pyrazolo[1,5-a]pyrazin-4-yl)oxy)phenyl)cyclobut-1-ene-1-carboxamide FC=1C=C(C(=C(C1)NC(=O)C1=CCC1)C)OC=1C=2N(C=C(N1)C=1C=NN(C1)C)N=CC2